N-[4-[(3R)-3-aminopyrrolidin-1-yl]-1-isopropyl-indazol-5-yl]-1-(2,6-difluorophenyl)-6-oxo-pyridazine-3-carboxamide N[C@H]1CN(CC1)C1=C2C=NN(C2=CC=C1NC(=O)C1=NN(C(C=C1)=O)C1=C(C=CC=C1F)F)C(C)C